The molecule is an N-acetyl-L-amino acid that is L-cysteine in which the hydrogen of the thiol group has been replace by a 1,2-dicarboxyethyl group. The first metabolite in the disposal of S-(2-succino)-L-cysteine by Bacillus subtilis. It is a N-acetyl-L-amino acid, a L-cysteine derivative and a tricarboxylic acid. It is a conjugate acid of a N-acetyl-S-(2-succino)-L-cysteine(3-). CC(=O)N[C@@H](CSC(CC(=O)O)C(=O)O)C(=O)O